6-[4-[(4-Ethyl-1-piperazinyl)methyl]phenyl]-N-[(1R)-1-phenylethyl]-7H-Pyrrolo[2,3-d]pyrimidin C(C)N1CCN(CC1)CC1=CC=C(C=C1)C1=CC2=C(N(CN=C2)[C@H](C)C2=CC=CC=C2)N1